C(CCCCCCCCCC(C)C)OC(C)COC(C)COC(C)CO tripropylene glycol mono-iso-tridecyl ether